FC(OC=1C=C(C=CC1)SC1=CC=C(C#N)C=C1)(F)F 4-((3-(trifluoromethoxy)phenyl)thio)benzonitrile